3-[(7-hydroxynaphthalen-2-yl)methyl]Benzoic acid OC1=CC=C2C=CC(=CC2=C1)CC=1C=C(C(=O)O)C=CC1